C1(CC1)C=1C=NN(C1C1=NN2C(N(C(CC2)=O)CC2=CC=C(C=C2)C=2N(C=C(N2)C(F)(F)F)CC)=C1)C(C)C 2-(4-cyclopropyl-1-isopropyl-1H-pyrazol-5-yl)-4-(4-(1-ethyl-4-(trifluoromethyl)-1H-imidazol-2-yl)benzyl)-6,7-dihydropyrazolo[1,5-a]pyrimidin-5(4H)-one